FC1=NN2C(N=CC3=C2C(CC3C(=O)O)(C3=NN(C=C3)C)C)=C1 2-fluoro-8-methyl-8-(1-methyl-1H-pyrazol-3-yl)-7,8-dihydro-6H-cyclopenta[e]pyrazolo[1,5-a]pyrimidine-6-carboxylic acid